phenyl-5-hydroxytetrazole C1(=CC=CC=C1)N1N=NN=C1O